3-(Methanesulfonyloxy)piperidine-1-carboxylic acid tert-butyl ester C(C)(C)(C)OC(=O)N1CC(CCC1)OS(=O)(=O)C